[4-[5-(benzhydrylideneamino)-6-methoxy-indazol-2-yl]cyclohexyl]methanol C(C1=CC=CC=C1)(C1=CC=CC=C1)=NC1=CC2=CN(N=C2C=C1OC)C1CCC(CC1)CO